C(C)C1=C(C)C=CC=C1 ortho-ethyl-toluene